C(C)C1=CC=C(C=C1)N1N=CC(=C1)B1OC(C(O1)(C)C)(C)C 1-(4-ethylphenyl)-4-(4,4,5,5-tetramethyl-1,3,2-dioxaborolan-2-yl)-1H-pyrazole